2-bromo-4,6-dimethyl-phenol BrC1=C(C(=CC(=C1)C)C)O